2-(6-{5-chloro-2-[(oxacyclohex-4-yl)amino]pyrimidin-4-yl}-1-oxo-2,3-dihydro-1H-isoindol-2-yl)-N-(2-methylpent-2-yl)acetamide ClC=1C(=NC(=NC1)NC1CCOCC1)C1=CC=C2CN(C(C2=C1)=O)CC(=O)NC(C)(CCC)C